3-amino-3'-chloro-4'-fluoro-2-iodo-6-(trifluoromethyl)-[1,1'-biphenyl]-4-carboxylic acid NC=1C(=C(C(=CC1C(=O)O)C(F)(F)F)C1=CC(=C(C=C1)F)Cl)I